(1R,4S)-3-azabicyclo[2.2.1]heptane [C@@H]12CN[C@@H](CC1)C2